β-Cymene CC1=CC(=CC=C1)C(C)C